N[C@]1(CN(CC1)C1=NC=CC(=C1)N1C[C@@H]2N([C@@H](CN(C2)C2=C3C=CC=NC3=C(C=C2)C#N)C)CC1)C 5-[(4R,9aS)-8-[2-[(3R)-3-amino-3-methyl-pyrrolidin-1-yl]-4-pyridyl]-4-methyl-3,4,6,7,9,9a-hexahydro-1H-pyrazino[1,2-a]pyrazin-2-yl]quinoline-8-carbonitrile